2-hydroxyethyl [2-(2-hydroxyethoxy) ethyl] terephthalate C(C1=CC=C(C(=O)OCCOCCO)C=C1)(=O)OCCO